2-[4-(2-chlorophenyl)-2-oxo-chromen-7-yl]oxy-N-(2-pyridyl)propanamide ClC1=C(C=CC=C1)C1=CC(OC2=CC(=CC=C12)OC(C(=O)NC1=NC=CC=C1)C)=O